C(C1=CC=CC=C1)OC(=O)ON=C(C)C acetone-O-(benzyloxycarbonyl)oxime